O[C@@H]1CCC=C1CCC(C)C |r| (±)-5-hydroxy-1-isopentyl-cyclopent-1-ene